COC1CN(C1)C=1C=C(C=C(C1)C(F)(F)F)NC1=NC2=C(N1C)C=C(C=C2)OC2=CC(=NC=C2)NC(C)=O N-(4-((2-((3-(3-methoxyazetidin-1-yl)-5-(trifluoromethyl)phenyl)amino)-1-methyl-1H-benzo[d]imidazol-6-yl)oxy)pyridin-2-yl)acetamide